N-(4-methoxyphenyl)-1-[5-(pyridin-4-yl)-1H-pyrazole-3-carbonyl]piperidine-4-carboxamide COC1=CC=C(C=C1)NC(=O)C1CCN(CC1)C(=O)C1=NNC(=C1)C1=CC=NC=C1